2-[(4S)-4-tert-butyl-N-cyclohexyl-2-imidazolinyl]nitrobenzene C(C)(C)(C)[C@@H]1N=C(N(C1)C1CCCCC1)C1=C(C=CC=C1)[N+](=O)[O-]